SCCC(=O)OCCOC(CCS)=O ethylene bis(β-mercaptopropionate)